6-amino-2-(3,6-diazabicyclo[3.2.0]heptan-6-yl)-5-((2,3-dichlorophenyl)thio)-3-methylpyrimidin-4(3H)-one NC1=C(C(N(C(=N1)N1C2CNCC2C1)C)=O)SC1=C(C(=CC=C1)Cl)Cl